N-[(2R,3S)-1-[1-(1-methyl-6-oxo-3-pyridyl)indazol-5-yl]-2-(o-tolyl)-5-oxo-pyrrolidin-3-yl]-cyclopropanecarboxamide CN1C=C(C=CC1=O)N1N=CC2=CC(=CC=C12)N1[C@@H]([C@H](CC1=O)NC(=O)C1CC1)C1=C(C=CC=C1)C